tert-Butyl (S)-2-(1-benzyl-1H-1,2,3-triazol-4-yl)pyrrolidine-1-carboxylate C(C1=CC=CC=C1)N1N=NC(=C1)[C@H]1N(CCC1)C(=O)OC(C)(C)C